C(CCC)C1=C(C(=C(C(=N1)O)S(=O)(=O)C1=CC=C(C=C1)C=1C(=CC=CC1)C(=O)NC)O)N(CC)C1=CC(=CC=C1)C#N 4'-((6-butyl-5-((3-cyanophenyl)(ethyl)amino)-2,4-dihydroxypyridin-3-yl)sulfonyl)-N-methyl-[1,1'-biphenyl]-2-carboxamide